mono-acryloyloxyethyl phosphonate P(OCCOC(C=C)=O)([O-])=O